ClC=1C(=NC(=NC1)NC=1C=CC2=C(OC[C@@H]3N2CCOC3)C1)NC1=C(C=CC=C1)NS(=O)(=O)C (R)-N-(2-((5-chloro-2-((1,2,4a,5-tetrahydro-4H-benzo[b][1,4]oxazino[4,3-d][1,4]oxazin-8-yl)amino)pyrimidin-4-yl)amino)phenyl)methanesulfonamide